(1S,2S,4aS,8aR)-2,5,5,8a-tetramethyl-1-[(3R)-3-methylpentyl]-1,2,3,4,4a,6,7,8-octahydronaphthalene C[C@@H]1[C@@H]([C@]2(CCCC([C@@H]2CC1)(C)C)C)CC[C@@H](CC)C